Suberic acid C(CCCCCCC(=O)O)(=O)O